ClC=1C=CC(=C(C1)CC(=O)NC=1C=C(C(=O)OC)C=CC1OC)OC methyl 3-[[2-(5-chloro-2-methoxy-phenyl) acetyl] amino]-4-methoxy-benzoate